N1C=C2C=3C(=CC=CC13)C(NCC2)=O 1,3,4,5-tetrahydro-azepino[5,4,3-cd]indol-6-one